6-(aminomethyl)-1,4-dimethylquinolin-2(1H)-one hydrochloride salt Cl.NCC=1C=C2C(=CC(N(C2=CC1)C)=O)C